COC1=CC=C(C=C1)[C@@H](C)N (1R)-1-(4-methoxyphenyl)ethanamine